NC1=C(C(=CC(=C1)Cl)C(C)OCC1=CC=CC=C1)S(=O)(=O)N(CC(=O)O)[C@H](C(=O)OC)C(C)C1=C(C(=CC=C1F)C)C N-((2-amino-6-(1-(benzyloxy)ethyl)-4-chlorophenyl)sulfonyl)-N-((2S)-3-(6-fluoro-2,3-dimethylphenyl)-1-methoxy-1-oxobutan-2-yl)glycine